1-(tert-butoxycarbonyl)-azepan-2-carboxylic acid C(C)(C)(C)OC(=O)N1C(CCCCC1)C(=O)O